FC=1C=C(C=NC1C(F)(F)F)C1CCN(CC1)C(=O)C1(COC1)C {4-[5-Fluoro-6-(trifluoromethyl)pyridin-3-yl]piperidin-1-yl}(3-methyloxetan-3-yl)methanone